3-Ethyl-N-phenyl-6-(trifluoromethyl)-5,6-dihydroindazolo[3,2-a]isoquinolin-6-amine C(C)C1=CC=2CC(N3C(C2C=C1)=C1C=CC=CC1=N3)(NC3=CC=CC=C3)C(F)(F)F